(6-amino-5-(((3R,5R)-5-phenylpiperidin-3-yl)oxy)pyridazin-3-yl)phenol NC1=C(C=C(N=N1)C1=C(C=CC=C1)O)O[C@H]1CNC[C@H](C1)C1=CC=CC=C1